Cl.B(O)(O)O.O1C=NC2=C1C=CC=C2 benzoxazole borate hydrochloride